[Cl-].[Mn+3].C(C)(C)(C)C1=C(C(C=NC2C(CCCC2)N=CC=2C(O)=C(C=C(C2)C(C)(C)C)C(C)(C)C)=CC(=C1)C(C)(C)C)O.[Cl-].[Cl-] (-)-N,N'-bis(3,5-di-t-butylsalicylidene)-1,2-cyclohexanediamine manganese (III) chloride